tert-butyl (R)-4-(3-(3-(ethoxycarbonyl)piperidin-1-yl)benzoyl)piperazine-1-carboxylate C(C)OC(=O)[C@H]1CN(CCC1)C=1C=C(C(=O)N2CCN(CC2)C(=O)OC(C)(C)C)C=CC1